2-({1-[2-amino-6-(furan-2-yl)pyrimidin-4-yl]-1H-1,2,3-benzotriazol-5-yl}oxy)-1-(4-phenylpiperazin-1-yl)ethan-1-one NC1=NC(=CC(=N1)N1N=NC2=C1C=CC(=C2)OCC(=O)N2CCN(CC2)C2=CC=CC=C2)C=2OC=CC2